(2R,3S,4R,5R)-2-(Acetoxymethyl)-5-(2-amino-6-chloro-7-(cyclopropylmethyl)-8-oxo-7,8-dihydro-9H-purin-9-yl)tetrahydrofuran-3,4-diacetic acid C(C)(=O)OC[C@@H]1O[C@H]([C@@H]([C@@H]1CC(=O)O)CC(=O)O)N1C2=NC(=NC(=C2N(C1=O)CC1CC1)Cl)N